4-epoxycyclohexylmethyl alcohol C12C(CC(CC1)CO)O2